8-chloro-N-(3-fluoro-5-((1-(trifluoromethyl)cyclopropyl)ethynyl)phenyl)-N-(2,2,2-trifluoroethyl)-[1,2,4]triazolo[4,3-a]quinazolin-5-amine ClC1=CC=C2C(=NC=3N(C2=C1)C=NN3)N(CC(F)(F)F)C3=CC(=CC(=C3)C#CC3(CC3)C(F)(F)F)F